(3R)-3-amino-7-(5-tert-butyl-1,3,4-oxadiazol-2-yl)-8-fluoro-5-[[4-(3-hydroxyoxetan-3-yl)phenyl]methyl]-1,1-dioxo-2,3-dihydro-1lambda6,5-benzothiazepin-4-one N[C@H]1CS(C2=C(N(C1=O)CC1=CC=C(C=C1)C1(COC1)O)C=C(C(=C2)F)C=2OC(=NN2)C(C)(C)C)(=O)=O